5-bromo-3-(3-bromopyridin-2-yl)benzo[d][1,3,2]oxazaborol-2(3H)-ol BrC=1C=CC2=C(N(B(O2)O)C2=NC=CC=C2Br)C1